3-(2-(tosyloxy)ethoxy)azetidine-1-carboxylic acid tert-butyl ester C(C)(C)(C)OC(=O)N1CC(C1)OCCOS(=O)(=O)C1=CC=C(C)C=C1